C(C=C)(=O)OCCC(C(C(C(C(C(F)(F)F)(F)F)(F)F)(F)F)(F)F)(F)F 3,3,4,4,5,5,6,6,7,7,8,8,8-tridecafluorooctyl acrylate